C1(CCCC1)NC1=CN=CC(=N1)NC=1C(=NOC1C1=CC=C(C(=N1)C)NC(=O)[C@@H]1[C@H](CCCC1)C(=O)OC(C)(C)C)C tert-butyl (1S,2S)-2-((6-(4-((6-(cyclopentylamino)pyrazin-2-yl)amino)-3-methylisoxazol-5-yl)-2-methyl pyridin-3-yl)carbamoyl)cyclohexane-1-carboxylate